phenyldimethyl-ammonium bromide [Br-].C1(=CC=CC=C1)[NH+](C)C